C(N)(OCC(OCCOC1=CC2=C(N(C(N2C)=O)C2C(N(C(CC2)=O)CC2=CC=C(C=C2)OC)=O)C=C1)C(C)(C)C)=O Tert-butyl(2-(2-((1-(1-(4-methoxybenzyl)-2,6-dioxopiperidin-3-yl)-3-methyl-2-oxo-2,3-dihydro-1H-benzo[d]imidazol-5-yl)oxy) ethoxy)ethyl) carbamate